NC1=CC=C(C(=N1)C(F)(F)F)C1=C(C=C2C(=N1)N(C=C2[C@@H](C(F)F)NS(=O)(=O)C2CC2)C2CCC2)F (S)-N-(1-(6-(6-amino-2-(trifluoromethyl)pyridin-3-yl)-1-cyclobutyl-5-fluoro-1H-pyrrolo[2,3-b]pyridin-3-yl)-2,2-difluoroethyl)cyclopropanesulfonamide